C(C1=CC=CC=C1)OC[C@H]1OC[C@@H](OC1)CC1C2=C(C(NC1)=O)C(=C(N2)C2=C(C=NC=C2)F)I 7-{[(2S,5R)-5-[(benzyloxy)methyl]-1,4-dioxan-2-yl]Methyl}-2-(3-fluoropyridin-4-yl)-3-iodo-1H,5H,6H,7H-pyrrolo[3,2-c]Pyridin-4-one